N-(4-Cyano-3-(trifluoromethyl)phenyl)-2-hydroxy-2-methyl-3-(4-(trifluoromethyl)-1H-pyrazol-1-yl)propanamide C(#N)C1=C(C=C(C=C1)NC(C(CN1N=CC(=C1)C(F)(F)F)(C)O)=O)C(F)(F)F